COCCOC1=C(C2=CC=CC=C2C=C1)CC1=C(C=CC2=CC=CC=C12)OCCN1CCCC1 1-(2-((1-((2-(2-methoxyethoxy)naphthalen-1-yl)methyl)naphthalen-2-yl)oxy)ethyl)pyrrolidine